2-(3-methoxy-5-methyl-pyrazol-1-yl)-6-[5-[(6-methylpyridazin-3-yl)amino]benzimidazol-1-yl]pyridine-3-carboxylic acid COC1=NN(C(=C1)C)C1=NC(=CC=C1C(=O)O)N1C=NC2=C1C=CC(=C2)NC=2N=NC(=CC2)C